CN1C(=NC2=C1C=CC(=C2)NC2=CC=NN2C)N 1-methyl-N5-(1-methyl-1H-pyrazol-5-yl)-1H-benzo[d]imidazole-2,5-diamine